FC=1C(=C(C(=NC1C1=CC(=CC=C1)C(F)(F)F)C(C)C)N)C(C)C 5-fluoro-2,4-diisopropyl-6-(3-(trifluoromethyl)phenyl)pyridin-3-amine